1-(2-(methylthio)benzyl)cyclobutane-1-carbonitrile Sodium [Na].CSC1=C(CC2(CCC2)C#N)C=CC=C1